C1=CC=C(C=C1)NC2=CC=C(C=C2)N=NC3=CC=CC=C3 4-(phenylazo)diphenylamine